2-cyano-4-methoxy-1,1'-biphenyl C(#N)C1=C(C=CC(=C1)OC)C1=CC=CC=C1